BrCCC1=CNC2=NC=C(C=C21)Cl 3-(2-Bromoethyl)-5-chloro-1H-pyrrolo[2,3-b]pyridine